1-{3-[2-({5,7-dimethyl-[1,2,4]triazolo[4,3-a]pyrimidin-3-yl}sulfanyl)acetyl]phenyl}pyrrolidin-2-one CC1=CC(=NC=2N1C(=NN2)SCC(=O)C=2C=C(C=CC2)N2C(CCC2)=O)C